BrC=1C=C2C(C(NC2=CC1)=O)=O 5-bromo-1H-indole-2,3-dione